N,N-dibutyl-N-propyl-1-butanaminium C(CCC)[N+](CCCC)(CCC)CCCC